Cl.C(CCCCCCCCCCC)C1=CC=C(C(=O)N2[C@@H](CCC2)C(=N)N)C=C1 (S)-1-(4-dodecylbenzoyl)pyrrolidine-2-formamidine hydrochloride